ClC=1C(=CC(=C(C1)C1=NNC=C1C1=NC2=CC(=CN=C2C=C1)C=1C=NNC1)F)F 2-[3-(5-chloro-2,4-difluoro-phenyl)-1H-pyrazol-4-yl]-7-(1H-pyrazol-4-yl)-1,5-naphthyridine